(1S,3R,4S,5S)-3-((5-chloro-4-(4-fluoro-2-(2-hydroxypropan-2-yl)-1-isopropyl-1H-benzo[d]imidazol-6-yl)pyrimidin-2-yl)amino)-7,7-difluoro-6,8-dioxabicyclo[3.2.1]octan-4-ol ClC=1C(=NC(=NC1)N[C@@H]1C[C@H]2C(O[C@@H]([C@H]1O)O2)(F)F)C=2C=C(C1=C(N(C(=N1)C(C)(C)O)C(C)C)C2)F